p-chloromethylbenzyl alcohol ClCC1=CC=C(CO)C=C1